Cyclohexanone Diethyl Ketal C(C)OC1(CCCCC1)OCC